ClC=1C=C2C(=CC(=C(C2=CC1)OC(C=C)=O)N)OC1=CC=CC=C1 6-chloro-2-amino-4-phenoxy-1-Acryloyloxynaphthalene